C(C1CO1)OCC[Si](OC)(OC)OC β-glycidoxyethyl-trimethoxysilane